(1R,4R,7R)-2-{2-[1-(cyclopropylmethyl)-6-(2-ethoxypyrimidin-5-yl)-1H-pyrrolo[2,3-b]pyridin-2-yl]-7-methoxy-1-methyl-1H-1,3-benzodiazole-5-carbonyl}-2-azabicyclo[2.2.1]heptan-7-amine C1(CC1)CN1C(=CC=2C1=NC(=CC2)C=2C=NC(=NC2)OCC)C2=NC1=C(N2C)C(=CC(=C1)C(=O)N1[C@@H]2CC[C@H](C1)[C@H]2N)OC